CN1CC(CCC1)(C(=O)O)C 1,3-dimethylpiperidine-3-carboxylic acid